3-bromo-N-[1-[3-[5-(2,2-difluoroethoxy)-2-pyridyl]pyrazin-2-yl]ethyl]-5-(trifluoromethyl)benzamide BrC=1C=C(C(=O)NC(C)C2=NC=CN=C2C2=NC=C(C=C2)OCC(F)F)C=C(C1)C(F)(F)F